ClC1=NN(C=2C=C(C3=C(C12)C(N[C@@H]3C3=C(C=CC(=C3)F)Cl)=O)NC(C3=CC(=CC(=C3)C(F)(F)F)F)=O)CC(F)(F)F (S)-N-(1-chloro-6-(2-chloro-5-fluorophenyl)-8-oxo-3-(2,2,2-trifluoroethyl)-3,6,7,8-tetrahydropyrrolo[3,4-e]indazol-5-yl)-3-fluoro-5-(trifluoromethyl)benzamide